5-{[(5-Chlorothiophen-2-yl)methyl]sulfanyl}-3-[1-(3-hydroxypyrrolidin-1-carbonyl)-4-oxopyrrolidin-3-yl]-1-(thiophen-2-carbonyl)-1H-pyrazol-4-carbonitril ClC1=CC=C(S1)CSC1=C(C(=NN1C(=O)C=1SC=CC1)C1CN(CC1=O)C(=O)N1CC(CC1)O)C#N